(3R,4S)-tert-butyl 3-((6-(6-chloro-7-methoxyimidazo[1,2-a]pyridin-3-yl)pyridin-2-yl)amino)-4-(trifluoromethyl)pyrrolidine-1-carboxylate ClC=1C(=CC=2N(C1)C(=CN2)C2=CC=CC(=N2)N[C@H]2CN(C[C@@H]2C(F)(F)F)C(=O)OC(C)(C)C)OC